NC1=NC(=NC=C1)C1=CC(=CS1)C=O 5-(4-aminopyrimidin-2-yl)thiophen-3-carbaldehyde